3-(5-(1-ethyl-4-(pyrrolidin-1-ylmethyl)-1H-pyrrolo[2,3-b]pyridin-6-yl)-1-oxoisoindolin-2-yl)piperidine-2,6-dione C(C)N1C=CC=2C1=NC(=CC2CN2CCCC2)C=2C=C1CN(C(C1=CC2)=O)C2C(NC(CC2)=O)=O